(3aS,5aS,8R,8aS,9R,10aS)-6-(2-(azetidin-1-yl) ethyl)-9-(tert-butyl)-9-hydroxy-2,4,7-trioxooctahydro-4H,9H-furo[3'',2'':2',3']cyclopenta[1',2':3,4]furo[2,3-b]pyrrol-8-yl benzoate C(C1=CC=CC=C1)(=O)O[C@@H]1[C@@]23[C@@H](N(C1=O)CCN1CCC1)OC([C@]21[C@H](C[C@@]3(O)C(C)(C)C)OC(C1)=O)=O